tetrabutylammonium Thiocyanate [S-]C#N.C(CCC)[N+](CCCC)(CCCC)CCCC